5-(7-(2-(4-(3-(1-(5-chloropyrimidin-2-yl)piperidin-4-yl)propoxy)-2-fluorophenyl)acetyl)-2,7-diazaspiro[4.4]nonan-2-yl)-5-oxopentane-1-sulfonic acid ClC=1C=NC(=NC1)N1CCC(CC1)CCCOC1=CC(=C(C=C1)CC(=O)N1CC2(CCN(C2)C(CCCCS(=O)(=O)O)=O)CC1)F